5-bromo-N-(4-morpholinophenyl)-2-nitroaniline BrC=1C=CC(=C(NC2=CC=C(C=C2)N2CCOCC2)C1)[N+](=O)[O-]